3-(isopropylamino)-1-(6-nitrobenzo[d][1,3]dioxol-5-yl)propan-1-one C(C)(C)NCCC(=O)C1=CC2=C(OCO2)C=C1[N+](=O)[O-]